2-(CYCLOPENTYLSULFANYL)ACETALDEHYDE C1(CCCC1)SCC=O